(R)-1-(3-pyridyl)ethylamine N1=CC(=CC=C1)[C@@H](C)N